COC(=O)N1[C@H]([C@H](C[C@H]1C)N(S(=O)(=O)C)CC1=CC=C(C=C1)OC)COC1CC2CC2(CC1)C1=CC=CC=C1.OC1=CC=C(C=C1)C1(CCCCC1)C1=CC=C(C=C1)O 1,1-Bis(4-hydroxyphenyl)cyclohexane methyl-(2R,3S,5R)-3-(N-(4-methoxybenzyl)methylsulfonamido)-5-methyl-2-(((6-phenylbicyclo[4.1.0]heptan-3-yl)oxy)methyl)pyrrolidine-1-carboxylate